Nonyloctanoate C(CCCCCCCC)OC(CCCCCCC)=O